C(=O)C1=CC(=C(CNC(C)=O)C(=C1)C)C N-(4-formyl-2,6-dimethylbenzyl)acetamide